C1[C@@H]([C@H]([C@@H](OC1(C(=O)O)O)[C@@H]([C@@H](CO)O)O)O)O The molecule is a ketoaldonic acid obtained formally by deamination of neuraminic acid. Although not containing nitrogen it is regarded as being a member of the sialic acid family.